NC1=CC=C(OC2=CC=C(C(C)(C)C3=CC(=CC=C3)C(C)(C)C3=CC=C(C=C3)OC3=CC=C(C=C3)N)C=C2)C=C1 1,3-bis[4'-(4''-aminophenoxy)cumyl]benzene